ClC1=CC=C(CN2N=C3C4=C(CCC3=C2)OC(=C4C)C(=O)N(C)CC=4OC=CC4)C=C1 2-(4-chlorobenzyl)-N-(2-furylmethyl)-N,8-dimethyl-4,5-dihydro-2H-furo[2,3-g]indazole-7-carboxamide